C(C=C)(=O)N(CC(=O)OCC)NC(C(C1=CC=CC=C1)NC([C@H](C(C)(C)C)NC(C1=CC(=C(C=C1)N)Cl)=O)=O)=O Ethyl N-acryloyl-N-(2-((S)-2-(4-amino-3-chlorobenzamido)-3,3-dimethylbutanamido)-2-phenylacetamido)glycinate